6-Chloro-3-[[(1R)-1-[2-(3,4-difluorophenyl)-3,6-dimethyl-4-oxo-chromen-8-yl]ethyl]amino]pyridine-2-carboxylic acid ClC1=CC=C(C(=N1)C(=O)O)N[C@H](C)C=1C=C(C=C2C(C(=C(OC12)C1=CC(=C(C=C1)F)F)C)=O)C